1-cyclopropyl-N-[7-ethoxy-8-fluoro-2-(3-hydroxy-3-methyl-butyl)imidazo[1,2-a]pyridin-6-yl]-2-oxo-pyridine-3-carboxamide C1(CC1)N1C(C(=CC=C1)C(=O)NC=1C(=C(C=2N(C1)C=C(N2)CCC(C)(C)O)F)OCC)=O